C(C1=CC=CC=C1)OC(=O)N1C[C@@H](CC[C@@H]1C)NC=1C2=C(N=CN1)NC=C2C(=O)OC(C)C isopropyl 4-(((3R,6S)-1-((benzyloxy)carbonyl)-6-methylpiperidin-3-yl)amino)-7H-pyrrolo[2,3-d]pyrimidine-5-carboxylate